NC1=C(C=C(C=C1)OC1=CC(=C(C=C1)N)O)O bis(4-amino-3-hydroxyphenyl) ether